FC1=CC(=C(C=C1F)CO)I (4,5-difluoro-2-iodophenyl)methanol